Dimethylsilyl-(3-(2-pentyl)-indenyl)(4-phenyl-1,5,6,7-tetrahydro-s-indacenyl)zirconium dichloride [Cl-].[Cl-].C[SiH](C)[Zr+2](C1C=CC2=C(C=3CCCC3C=C12)C1=CC=CC=C1)C1C=C(C2=CC=CC=C12)C(C)CCC